5-(2-fluorophenyl)-N-[2-fluoro-4-(trifluoromethyl)phenyl]-1H-pyrrole-3-sulfonamide FC1=C(C=CC=C1)C1=CC(=CN1)S(=O)(=O)NC1=C(C=C(C=C1)C(F)(F)F)F